C(C)(C)(C)C=1C(=C(C=C(C1)C)N1N=C2C(=N1)C=CC=C2)O 2-(3'-tertiary butyl-2'-hydroxy-5'-methylphenyl)-benzotriazole